ClC1=C(OC2=C(C(=O)NC3=CC=C(C(=O)O)C=C3)C=CC(=C2)C(C(F)(F)F)(F)F)C=CC(=C1)F 4-(2-(2-chloro-4-fluorophenoxy)-4-(perfluoroethyl)benzoylamino)benzoic acid